Octadecenyl-succinic acid C(=CCCCCCCCCCCCCCCCC)C(C(=O)O)CC(=O)O